tert-butyl N-[rac-(1S)-1-(cyclopropylmethyl)-2-hydrazino-2-oxo-ethyl]carbamate C1(CC1)C[C@@H](C(=O)NN)NC(OC(C)(C)C)=O |r|